C1=CC=CC=2C3=CC=CC=C3C(C12)COC(=O)N1[C@@H](CN(CC1)C)C(=O)O (S)-1-(((9H-fluoren-9-yl)methoxy)carbonyl)-4-methylpiperazine-2-carboxylic acid